2-((2R,5R)-2-(((3R,5R)-3,5-dimethylmorpholino)methyl)-5-methylpiperazin-1-yl)-1-((S)-7-(4-fluorobenzyl)-2-isopropyl-2,3-dihydro-1H-pyrido[2,3-b][1,4]oxazin-1-yl)ethan-1-one C[C@@H]1COC[C@H](N1C[C@@H]1N(C[C@H](NC1)C)CC(=O)N1C2=C(OC[C@@H]1C(C)C)N=CC(=C2)CC2=CC=C(C=C2)F)C